1-(2-chloropyrimidin-4-yl)-3,3-difluoro-pyrrolidin-2-one ClC1=NC=CC(=N1)N1C(C(CC1)(F)F)=O